FC1=CC=C(C=C1)C1=NN2C(N=CC=C2C2=CC(=C(C(=O)N[C@H](CO)C3=CC=CC=C3)C=C2)OC)=C1 4-[2-(4-fluorophenyl)pyrazolo[1,5-a]pyrimidin-7-yl]-N-[(1S)-2-hydroxy-1-phenyl-ethyl]-2-methoxy-benzamide